P(=O)(OC)(OC[C@H](CCCCCCCCCCCCCCCCCC)OCC1=CC=CC=C1)OC1=C(C=CC=C1)Cl methyl ((S)-2-(benzyloxy)Eicosyl) (2-chlorophenyl) phosphate